N1CCC(CC1)C=1C=C(C=CC1)C1C(NC(CC1)=O)=O 3-(3-(piperidin-4-yl)phenyl)piperidine-2,6-dione